6-chloropyrido[3,4-d]tetrazolo[1,5-b]pyridazine ClC=1C2=C(C=3N(N1)N=NN3)C=NC=C2